CN(CCC=1N=C(C(N(C1)[C@H](C(=O)O)CC(C)C)=O)C)C (S)-2-(5-(2-(dimethylamino)ethyl)-3-methyl-2-oxopyrazin-1(2H)-yl)-4-methylpentanoic acid